C(C)OC(C(C)(C)Br)=O bromo-2-methylpropanoic acid ethyl ester